8-ethoxy-2-methyl-imidazo[1,2-a]pyridin-6-amine C(C)OC=1C=2N(C=C(C1)N)C=C(N2)C